β-methyl-yl-butyrolactone C=C1CC(=O)OC1